C(C1=CC=CC=C1)OC1=CC=2N(C=C1)N=CC2I 5-(benzyloxy)-3-iodopyrazolo[1,5-a]pyridine